COC1=CC=C(CN2C(C3=C4C(C(=CC=C24)N2N=CC(=C2C(F)(F)F)C(=O)O)=CC=C3)=C=O)C=C1 1-(1-(4-methoxybenzyl)-2-carbonyl-1,2-dihydrobenzo[cd]indol-6-yl)-5-trifluoromethyl-1H-pyrazole-4-Carboxylic acid